CC1(C=2C=CC(=CC2C(CC1)(C)C)C1(SCCS1)C1=CC=C(C=C1)/C=C/C(=O)OC)C Methyl (2E)-3-[4-[2-(5,5,8,8-tetramethyl-5,6,7,8-tetrahydronaphthalen-2-yl)-1,3-dithiolan-2-yl]phenyl]prop-2-enoate